C(C1=CC=CC=C1)C1=CC(=NN1CC1=CC=C(C(=O)NO)C=C1)C1=CC2=C(N(N=N2)C2CC2)C=C1 4-{[5-benzyl-3-(1-cyclopropyl-1H-benzo[d][1,2,3]triazol-5-yl)-1H-pyrazol-1-yl]methyl}-N-hydroxybenzamide